6-(cyclopropylmethyl)-6H-furo[2,3-b]pyrrole-5-carbaldehyde C1(CC1)CN1C2=C(C=C1C=O)C=CO2